CC=1SC(=C(N1)C)C=1C=CC(N(N1)CC1CCN(CC1)C=1C=CC=2N(N1)C=CN2)=O 6-(2,4-dimethylthiazol-5-yl)-2-((1-(imidazo[1,2-b]pyridazin-6-yl)piperidin-4-yl)methyl)pyridazin-3(2H)-one